N-(2-(1-(2-(4-methyl-2-oxo-1,2-dihydroquinolin-6-yl)acetyl)piperidin-4-yl)ethyl)benzamide CC1=CC(NC2=CC=C(C=C12)CC(=O)N1CCC(CC1)CCNC(C1=CC=CC=C1)=O)=O